C(CCC)OCC(=O)NC=1C=CC2=C(C(=CS2)C2=CCN3CCCCC3CC2)C1 5-(butoxyacetyl)amino-3-(1-azabicyclo[5.4.0]undec-3-en-4-yl)-benzothiophene